[Na+].C(C(=C)C)(=O)OCCS(=O)(=O)[O-] sulfoethyl methacrylate sodium salt